Methyl 1-methyl-6-[4-[3-(p-tolylsulfonyloxy)propyl]phenoxy]indazole-5-carboxylate CN1N=CC2=CC(=C(C=C12)OC1=CC=C(C=C1)CCCOS(=O)(=O)C1=CC=C(C=C1)C)C(=O)OC